ethyl 7-(cyclopent-1-en-1-yl)-2-hydroxyquinoline-3-carboxylate C1(=CCCC1)C1=CC=C2C=C(C(=NC2=C1)O)C(=O)OCC